t-butyl α-chloroacrylate ClC(C(=O)OC(C)(C)C)=C